1-methyl-1-((2R,4R)-2-methyl-1-(1H-pyrazolo[3,4-b]pyridin-5-yl)piperidin-4-yl)-3-(1-methyl-2-oxo-5-(trifluoromethyl)-1,2-dihydropyridin-3-yl)urea CN(C(=O)NC=1C(N(C=C(C1)C(F)(F)F)C)=O)[C@H]1C[C@H](N(CC1)C=1C=C2C(=NC1)NN=C2)C